NCCNCCC[Si](O)(O)O N-(beta-aminoethyl)-gamma-aminopropyl-trihydroxysilane